L-2,4-diaminobenzenesulfonic acid NC1=C(C=CC(=C1)N)S(=O)(=O)O